NC(CCN(NC([C@H](CC1CCCCC1)NC(=O)C1=NOC(=C1)C)=O)C(CCl)=O)=O (S)-N-(1-(2-(3-Amino-3-oxo-propyl)-2-(2-chloroacetyl)hydrazinyl)-3-cyclohexyl-1-oxo-propan-2-yl)-5-methylisoxazole-3-carboxamide